2-(3,5-dimethyl-4-((2'-oxospiro[cyclobutane-1,3'-indolin]-5'-yl)methyl)phenyl)-3,5-dioxo-2,3,4,5-tetrahydro-1,2,4-triazine-6-carboxylic acid CC=1C=C(C=C(C1CC=1C=C2C3(C(NC2=CC1)=O)CCC3)C)N3N=C(C(NC3=O)=O)C(=O)O